[Na].N1(C=NC=C1)C(C#N)=C(S)S 2-(1H-imidazole-1-yl)-3,3-dimercaptoacrylonitrile sodium salt